2-bromo-1-(3-fluoro-2-((1-((tetrahydro-2H-pyran-2-yl)oxy)cyclopropyl)methoxy)pyridin-4-yl)ethan-1-one BrCC(=O)C1=C(C(=NC=C1)OCC1(CC1)OC1OCCCC1)F